N1-(4-(6-((5-Fluoropyridin-3-yl)amino)imidazo[1,2-a]pyridin-3-yl)-5-methylpyrimidin-2-yl)-N4,N4-dimethylcyclohexane-1,4-diamine FC=1C=C(C=NC1)NC=1C=CC=2N(C1)C(=CN2)C2=NC(=NC=C2C)NC2CCC(CC2)N(C)C